1,3-di(3-thienyl)acetone S1C=C(C=C1)CC(=O)CC1=CSC=C1